6-(benzyloxy)-4,4-difluoro-3,4-dihydronaphthalen-1(2H)-one C(C1=CC=CC=C1)OC=1C=C2C(CCC(C2=CC1)=O)(F)F